[Fe].[Be] beryllium-iron